chloro-4-fluoro-2-((4-fluoro-2-formylphenyl)amino)-benzoic acid methyl ester COC(C1=C(C(=C(C=C1)F)Cl)NC1=C(C=C(C=C1)F)C=O)=O